N=1C=CN2C1C(NCC2)=O 5,6-dihydroimidazo[1,2-a]pyrazin-8-one